F[C@@H]1[C@@]2(CCC[C@](C[C@H]1SC=1N=CC(=NC1)C=1C(=CC(=NC1)N1C=NC=C1)O)(N2)C)C 5-(5-(((1S,2R,3R,5R)-2-fluoro-1,5-dimethyl-9-azabicyclo[3.3.1]nonan-3-yl)thio)pyrazin-2-yl)-2-(1H-imidazol-1-yl)pyridin-4-ol